O1C(=CC=C1)C(=O)O.C=C Ethylene Furanoate